BrC1=NNC2=NC=C(C=C21)N(C(CCl)=O)CC2=CC=C(C=C2)F N-(3-bromo-1H-pyrazolo[3,4-b]pyridin-5-yl)-2-chloro-N-[(4-fluorophenyl)methyl]acetamide